O=C(CC=1[SH+]C=CC1)C1=CC=CC=C1 2-oxo-2-phenylethylthiolium